C(C(C)C)N1CCN(C2=CC=CC=C12)C(C(C)N1CCCCC1)=O 1-(4-Isobutyl-3,4-dihydroquinoxalin-1(2H)-yl)-2-(piperidin-1-yl)propan-1-one